C(C1=CC=CC=C1)N1C(C2=CC(=C(C=C2CC1)Br)O)=O 2-benzyl-6-bromo-7-hydroxy-3,4-dihydroisoquinolin-1(2H)-one